1-tert-butyl 2-methyl (2S)-4-(3-{2-[4-amino-5-(4-chloro-3-methoxyphenyl)-7-methyl-7H-pyrrolo[2,3-d]pyrimidin-6-yl]ethynyl}azetidin-1-yl)piperidine-1,2-dicarboxylate NC=1C2=C(N=CN1)N(C(=C2C2=CC(=C(C=C2)Cl)OC)C#CC2CN(C2)C2C[C@H](N(CC2)C(=O)OC(C)(C)C)C(=O)OC)C